CC(C)[C@]1(C(=O)NC(=N1)C2=C(C=CC=N2)C(=O)[O-])C The molecule is a monocarboxylic acid anion resulting from the deprotonation of the carboxy group of (S)-imazapyr. It is a conjugate base of a (S)-imazapyr. It is an enantiomer of a (R)-imazapyr(1-).